C(C)(C)(C)N1CC=C(C=C1)NC(CC1=C(C=CC=C1Cl)Cl)=O N-tert.-Butyl-4-[[2-(2,6-dichlorophenyl)acetyl]amino]pyridin